3-Oxobutyric acid 2-methoxyethyl ester COCCOC(CC(C)=O)=O